OCCS(=O)(=O)NC1=CC(=C(C(=O)NC2=NC(=NC(=C2)C)N2CCOC3(CC3)C2)C=C1)N1CCC2(CC2)CC1 4-((2-Hydroxyethyl)sulfonamido)-N-(6-methyl-2-(4-oxa-7-azaspiro[2.5]octan-7-yl)pyrimidin-4-yl)-2-(6-azaspiro[2.5]octan-6-yl)benzamide